(5-chloro-4-(5-(cyclopropylmethyl)-1-methyl-1H-pyrazol-4-yl)pyrimidin-2-yl)cyclohexane-1,4-diamine dihydrochloride Cl.Cl.ClC=1C(=NC(=NC1)C1(CCC(CC1)N)N)C=1C=NN(C1CC1CC1)C